N1-(6,7-dimethoxy-2-(4-(piperazin-1-yl)phenyl)quinolin-4-yl)cyclobutane-1,3-diamine COC=1C=C2C(=CC(=NC2=CC1OC)C1=CC=C(C=C1)N1CCNCC1)NC1CC(C1)N